bisbenzenesulfonic acid disodium salt [Na+].[Na+].C1(=CC=CC=C1)S(=O)(=O)[O-].C1(=CC=CC=C1)S(=O)(=O)[O-]